1-(6-chloropyridin-3-yl)ethan-1-one ClC1=CC=C(C=N1)C(C)=O